2-((6-(dimethylamino)pyrimidin-4-yl)amino)butanoic acid CN(C1=CC(=NC=N1)NC(C(=O)O)CC)C